(7R)-7-[(2S)-2-methylpiperazin-1-yl]-2-(4-phenoxyphenyl)-4,5,6,7-tetrahydro-2H-pyrazolo[4,3-b]pyridine-3-carboxamide C[C@@H]1N(CCNC1)[C@H]1C=2C(NCC1)=C(N(N2)C2=CC=C(C=C2)OC2=CC=CC=C2)C(=O)N